N-[(1R)-1-[3-amino-5-(trifluoromethyl)phenyl]ethyl]-1-[3-(methylamino)phenyl]-6-oxo-1,6-dihydropyridine-3-carboxamide NC=1C=C(C=C(C1)C(F)(F)F)[C@@H](C)NC(=O)C1=CN(C(C=C1)=O)C1=CC(=CC=C1)NC